2,4-Dimethoxy-N-(2-methylbutyl)-1H-benzo[d]imidazole-1-carboxamide COC1=NC2=C(N1C(=O)NCC(CC)C)C=CC=C2OC